[(4S)-7-chloro-6-(2,6-difluorophenyl)-4-methyl-8-(trifluoromethyl)-4H-[1,2,4]triazolo[4,3-a][1,4]benzodiazepin-1-yl]methoxy-triisopropyl-silane ClC1=C(C=CC2=C1C(=N[C@H](C=1N2C(=NN1)CO[Si](C(C)C)(C(C)C)C(C)C)C)C1=C(C=CC=C1F)F)C(F)(F)F